COC1=CC=C(C=N1)CNC(=O)C1=C(OC=2N=CN=C(C21)NC2(CC2)C)C N-[(6-methoxypyridin-3-yl)methyl]-6-methyl-4-[(1-methylcyclopropyl)amino]furo[2,3-d]pyrimidine-5-carboxamide